COC1=C(C(=O)NC2=CC=C(C=C2)N2C3=C(NC(CC2=O)=O)C2=CC=CC=C2C=C3)C=CC=C1 5-[4-(2-methoxybenzoylamino)phenyl]-1H-naphtho[1,2-b][1,4]diazepine-2,4(3H,5h)-dione